1,3-diazepan-2-one N1C(NCCCC1)=O